4-methyl-1-(5-((2-(thiazol-2-yl)phenyl)thio)-1H-imidazo[4,5-b]pyrazin-2-yl)piperidin-4-amine CC1(CCN(CC1)C1=NC=2C(=NC=C(N2)SC2=C(C=CC=C2)C=2SC=CN2)N1)N